FC1=NN=C2N1C1=CC(=CC=C1C(=N2)N2CCCC1=CC=C(C=C21)C2=CC=C(C=C2)C)N fluoro-5-(7-(p-tolyl)-3,4-dihydroquinolin-1(2H)-yl)-[1,2,4]triazolo[4,3-a]quinazolin-8-amine